COC1=NC=C(C(=N1)C(F)(F)F)N1CC2(CC1)CCN(CC2)C(=O)OC(C)(C)C tert-butyl 2-(2-methoxy-4-(trifluoromethyl)pyrimidin-5-yl)-2,8-diazaspiro[4.5]decane-8-carboxylate